BrCCCCCCOC(CCCCCCC\C=C/C\C=C/CCCCC)=O.C(CCCCCCC\C=C/C\C=C/CCCCC)(=O)OCCCCCCBr 6-bromohexyl (9Z,12Z)-octadeca-9,12-dienoate 6-bromohexyl-(9Z,12Z)-octadeca-9,12-dienoate